tert-butyl (E)-6-(2-(5-cyclopropyl-3-(2,6-dichlorophenyl)isoxazol-4-yl)vinyl)-3-azabicyclo[3.1.0]hexane-3-carboxylate C1(CC1)C1=C(C(=NO1)C1=C(C=CC=C1Cl)Cl)/C=C/C1C2CN(CC12)C(=O)OC(C)(C)C